8-(2-hydroxyl Ethyl)-3,8-diazabicyclo[3.2.1]octane-3-carboxylate OCCN1C2CN(CC1CC2)C(=O)[O-]